rel-N-[(6S,7R)-2-(propan-2-yl)-7-({[1-(pyrimidin-2-yl)piperidin-4-yl]oxy}methyl)-4,5,6,7-tetrahydropyrazolo[1,5-a]pyridin-6-yl]methanesulfonamide CC(C)C1=NN2C(CC[C@@H]([C@@H]2COC2CCN(CC2)C2=NC=CC=N2)NS(=O)(=O)C)=C1 |o1:9,10|